7-methoxy-1-(4,4,4-trifluorobutyl)indazol-3-ol COC=1C=CC=C2C(=NN(C12)CCCC(F)(F)F)O